(R)-2-(dimethylamino)propionamide CN([C@@H](C(=O)N)C)C